ClP(C1=CC=C(C=C1)C1CCCCC1)C1=CC=C(C=C1)C1CCCCC1 chlorobis(4-cyclohexylphenyl)phosphine